1-n-hexyl-4-methylquinoline C(CCCCC)N1CC=C(C2=CC=CC=C12)C